C(CCCCCCCCCCCCCCCCC)(=O)[O-].[Mg+2].FC(C=1C(=NC=CC1)N1[C@H]([C@H](CC1)NS(=O)(=O)C)CO[C@@H]1CC[C@@H](CC1)C1=CC=CC=C1)F.C(CCCCCCCCCCCCCCCCC)(=O)[O-] N-((2R,3S)-1-(3-(difluoromethyl)pyridin-2-yl)-2-((((CIS)-4-phenylcyclohexyl)oxy)methyl)pyrrolidin-3-yl)methanesulfonamide magnesium stearate